N-(4-((2-((5-cyclopropyl-1-methyl-2-oxo-1,2-dihydropyridin-3-yl)amino)-1-methyl-1H-benzo[d]imidazol-6-yl)oxy)pyridin-2-yl)acetamide C1(CC1)C=1C=C(C(N(C1)C)=O)NC1=NC2=C(N1C)C=C(C=C2)OC2=CC(=NC=C2)NC(C)=O